[NH4+].ClC=1C(=NC(=NC1)NC(CO)CO)C1=CC=C2CN(C(C2=C1)=O)CC(=O)N[C@H](C)C1=CC(=CC=C1)OC 2-(6-{5-chloro-2-[(1,3-dihydroxypropan-2-yl)amino]pyrimidin-4-yl}-1-oxo-2,3-dihydro-1H-isoindol-2-yl)-N-[(1R)-1-(3-methoxyphenyl)ethyl]acetamide ammonium